C(C)OC1=CC=C(C=C1)C=1N=C(C2=CC=CC=C2C1)C(=O)NCCCN1CCOCC1 3-(4-ethoxyphenyl)-N-(3-morpholinopropyl)isoquinoline-1-carboxamide